3-(4-cyanophenyl)but-2-enoic acid ethyl ester C(C)OC(C=C(C)C1=CC=C(C=C1)C#N)=O